C12(CC(C1)C2)NS(=O)(=O)C=2C=C(N(C2)C)C(=O)N 4-(N-(bicyclo[1.1.1]pentan-1-yl)sulfamoyl)-1-methyl-1H-pyrrole-2-carboxamide